(2S)-2-aminopropane-1-sulfonamide N[C@H](CS(=O)(=O)N)C